BrC12CC3CC(CC(C1)C3)C2 5-bromoadamantane